C(C)(C)(C)OC(=O)N1[C@H](C[C@@H](C1)NS(=O)(=O)C)C.ClC1=C2C(=NC(=N1)CC1CC1)N(N=C2)CC(C)C 4-chloro-6-(cyclopropylmethyl)-1-isobutyl-1H-pyrazolo[3,4-d]pyrimidine tert-butyl-(2S,4S)-4-[(methanesulfonyl)amino]-2-methylpyrrolidine-1-carboxylate